FC1=C(C(=CC=C1)OC)C=1CCC=2C(=NC(=NC2C1)O)O 7-(2-fluoro-6-methoxyphenyl)-5,6-dihydroquinazoline-2,4-diol